n-hexyl (2-ethylhexyl) phthalate C(C=1C(C(=O)OCC(CCCC)CC)=CC=CC1)(=O)OCCCCCC